((2-amino-3-chloropyridin-4-yl)thio)-6-chloropyrazin-2-amine NC1=NC=CC(=C1Cl)SC=1C(=NC(=CN1)Cl)N